SCC1=CC=C(CCl)C=C1 4-mercaptomethylbenzyl chloride